ClC1=NC(=C(C=C1C(N1[C@H](CN(CC1)C(=O)OC(C)(C)C)C)=N)Cl)C1=C(C=CC=C1OCOC)F tert-butyl (3S)-4-((2,5-dichloro-6-(2-fluoro-6-(methoxymethoxy) phenyl) pyridin-3-yl) (imino) methyl)-3-methylpiperazine-1-carboxylate